4-(2-oxo-2-((6-phenylpyridazin-3-yl)amino)ethyl)pyrrolidine-2-carboxylic acid O=C(CC1CC(NC1)C(=O)O)NC=1N=NC(=CC1)C1=CC=CC=C1